7-((2-hydroxyethyl)amino)-1-methyl-2-oxo-4-(6-((1-(trifluoromethyl)cyclopropyl)ethynyl)-2,3-dihydrobenzo[e][1,4]oxazepine-1(5H)-yl)-1,2-dihydroquinazoline-6-carbonitrile OCCNC1=C(C=C2C(=NC(N(C2=C1)C)=O)N1CCOCC2=C1C=CC=C2C#CC2(CC2)C(F)(F)F)C#N